COC=1C=CC=2N(C3=CC=C(C=C3C2C1)OC)C(=O)OCCOC1=NC(=CC=C1)OCCOC(=O)N1C2=CC=C(C=C2C=2C=C(C=CC12)OC)OC 2-{6-[2-(3,6-dimethoxy-9H-carbazol-9-yl carbonyloxy)ethoxy]-2-pyridyloxy}ethyl 3,6-dimethoxy-9H-carbazole-9-carboxylate